FC1=C(CN2N=CC(=C2)C=2C(=NC(=CC2)C)C2=CC=C3C=C(N=NC3=C2)OC)C=CC=C1 7-{3-[1-(2-fluorobenzyl)-1H-pyrazol-4-yl]-6-methylpyridin-2-yl}-3-methoxycinnoline